(acetylacetone) iridium [Ir].C(C)(=O)CC(C)=O